5-(4,4,5,5-tetramethyl-1,3,2-dioxaborolan-2-yl)-2,3-dihydro-1-benzofuran CC1(OB(OC1(C)C)C=1C=CC2=C(CCO2)C1)C